[Na].[Na].[Na].SC1=NC(=NC(=N1)S)S trimercapto-s-triazine, trisodium salt